COC(C1=CC(=C(C(=C1)COC)COC)COC)=O.COCC=1C=C(C(=O)O)C=C(C1COC)COC 3,4,5-tris(methoxymethyl)benzoic acid Methyl-3,4,5-tris(methoxymethyl)benzoate